(S,Z)-5-(2-Fluoro-6-methoxyphenyl)-3-(1-((1-(2-hydroxypropyl)-1H-pyrazol-4-yl)amino)ethylidene)-1H-pyrrolo[2,3-c]pyridin-2(3H)-one FC1=C(C(=CC=C1)OC)C=1C=C/2C(=CN1)NC(\C2=C(\C)/NC=2C=NN(C2)C[C@H](C)O)=O